ethyl 2-(4,7-dichloro-6-(4-(1-(2-fluoroethyl)piperidin-4-yl)phenyl)-2H-indazol-2-yl)-2-(6,7-dihydro-5H-pyrrolo[1,2-c]imidazol-1-yl)acetate ClC=1C2=CN(N=C2C(=C(C1)C1=CC=C(C=C1)C1CCN(CC1)CCF)Cl)C(C(=O)OCC)C1=C2N(C=N1)CCC2